9-bromo-7,7,11,11-tetramethyl-7,11-dihydrobenzo[8,1]indolizino[2,3,4,5,6-defg]acridine BrC=1C=C2C=3N4C=5C(=CC=CC5C(C3C1)(C)C)C1=C4C(C2(C)C)=CC=C1